ClC1=C(CC2=NC3=C(N2[C@@H]2COCC2(C)C)C=C(C=C3)C(=O)O)C=C(C(=C1)C1=NC(=C(C=C1)F)OCC=1SC(=NN1)OC)C (S)-2-(2-chloro-4-(5-fluoro-6-((5-methoxy-1,3,4-thiadiazol-2-yl)methoxy)pyridin-2-yl)-5-methylbenzyl)-1-(4,4-dimethyltetrahydrofuran-3-yl)-1H-benzo[d]imidazole-6-carboxylic acid